pyrazolopyridinedione N=1NC(C=2C1C=CC(N2)=O)=O